3-benzothiophen-6-yl trifluoromethylsulfonate FC(F)(F)S(=O)(=O)OC=1C=CC2=C(SC=C2)C1